5,5'-pentamethylenebis(1H-tetrazole) N1N=NN=C1CCCCCC1=NN=NN1